2,6-difluoro-4-[5-(trifluoromethyl)thiophen-2-yl]benzaldehyde FC1=C(C=O)C(=CC(=C1)C=1SC(=CC1)C(F)(F)F)F